Cl.Cl.COC(C(CC=1C=NN(C1)C)N)=O Amino-3-(1-methyl-1H-pyrazol-4-yl)propionic acid methyl ester dihydrochloride